6-(N-(5-chloro-2-(4-ethoxypiperidin-1-yl)pyridin-3-yl)sulfamoyl)-7-fluoro-N-hydroxybenzofuran-2-carboxamide ClC=1C=C(C(=NC1)N1CCC(CC1)OCC)NS(=O)(=O)C1=C(C2=C(C=C(O2)C(=O)NO)C=C1)F